1-(4-phenylsulfanylphenyl)-butan-1,2-dione-2-oxime C1(=CC=CC=C1)SC1=CC=C(C=C1)C(C(CC)=NO)=O